C(C)N1C=C(C2=CC(=CC=C12)C(NO)=O)C(=O)O 1-ethyl-5-(N'-hydroxycarbamoyl)-1H-indole-3-carboxylic acid